tetramethyl-(ethyl)ammonium fluoride [F-].CC(C(C)(C)C)[NH3+]